(4-chloromethylphenyl)ethylmethoxysilane (3R,4R,5S,6R)-6-(acetoxymethyl)-3-(2-cyclohexylacetamido)tetrahydro-2H-pyran-2,4,5-triyl-triacetate C(C)(=O)OC[C@H]1[C@H]([C@H]([C@H](C(O1)CC(=O)O)NC(CC1CCCCC1)=O)CC(=O)O)CC(=O)O.ClCC1=CC=C(C=C1)CC[SiH2]OC